methyl 2,2-dimethyl-6-methylidenecyclohexane-1-carboxylate CC1(C(C(CCC1)=C)C(=O)OC)C